1-propyl-3-decylimidazole chloride salt [Cl-].C(CC)N1CN(C=C1)CCCCCCCCCC